2-(methylthio)-1-(2-(5-(3-(trifluoromethyl)phenyl)-1H-imidazol-2-yl)piperidin-1-yl)propan-1-one CSC(C(=O)N1C(CCCC1)C=1NC(=CN1)C1=CC(=CC=C1)C(F)(F)F)C